FC1(C[C@H](CCC1)[C@@H](C(=O)NC1=NC=CC(=C1)[C@@H](COC)N1C(N[C@@H](C1)C(F)(F)F)=O)NC(=O)C1=NOC=C1CC)F N-((S)-1-((S)-3,3-difluorocyclohexyl)-2-((4-((S)-2-methoxy-1-((S)-2-oxo-4-(trifluoromethyl)imidazolidin-1-yl)ethyl)pyridin-2-yl)amino)-2-oxoethyl)-4-ethylisoxazole-3-carboxamide